OSO bishydroxy sulfide